COC1=CC=C(C2=CC=CC=C12)C1=NC=NC=N1 2-(4-methoxynaphthalen-1-yl)-s-triazine